FC=1N=C(N2N=C(C=C(C21)C2=CC=NN2C)N2C(COCC2)C)C2=CC=NN2 4-[5-fluoro-4-(1-methyl-1H-pyrazol-5-yl)-7-(1H-pyrazol-5-yl)imidazo[1,5-b]pyridazin-2-yl]-3-methylmorpholine